3-cyclopropyl-4-(N-(3-cyclopropyl-5-(pyrrolidin-1-yl)benzyl)-2-(N-((4-(trifluoromethyl)pyridin-3-yl)methyl)-(2,3,4,5,6-pentafluoro-phenyl)sulfonamido)acetamido)benzoic acid C1(CC1)C=1C=C(C(=O)O)C=CC1N(C(CN(S(=O)(=O)C1=C(C(=C(C(=C1F)F)F)F)F)CC=1C=NC=CC1C(F)(F)F)=O)CC1=CC(=CC(=C1)N1CCCC1)C1CC1